(-)-3-amino-2-[5-chloro-6-(4-fluorophenyl)-4-(2-hydroxypropan-2-yl)pyridin-2-yl]-1,1,1-Trifluoropropan-2-ol NCC(C(F)(F)F)(O)C1=NC(=C(C(=C1)C(C)(C)O)Cl)C1=CC=C(C=C1)F